(cyclopentadienyl)dimethyldiphenylsilylmethyl-platinum C1(C=CC=C1)[Pt](C[SiH](C1=CC=CC=C1)C1=CC=CC=C1)(C)C